1-(4-(2-(4-chlorophenyl)-but-3-yn-2-yl)thiazol-2-yl)-3-(2-hydroxypropyl)urea ClC1=CC=C(C=C1)C(C)(C#C)C=1N=C(SC1)NC(=O)NCC(C)O